1-((1,3-dioxoisoindol-2-yl)oxy)-3,6,9,12-tetraoxopentadecan-15-oic acid 2,5-dioxopyrrolidin-1-yl ester O=C1N(C(CC1)=O)OC(CCC(CCC(CCC(CCC(CCON1C(C2=CC=CC=C2C1=O)=O)=O)=O)=O)=O)=O